2-(2-(Methylthio)acetyl)malonic acid CSCC(=O)C(C(=O)O)C(=O)O